FC1=C(OC2=C1C=CC=C2)O 3-fluoro-benzofuranol